(E)-6-(2-(1-trityl-1H-imidazol-4-yl)benzylidene)-7,8-dihydroquinoxalin-5(6H)-one C(C1=CC=CC=C1)(C1=CC=CC=C1)(C1=CC=CC=C1)N1C=NC(=C1)C1=C(\C=C/2\C(C=3N=CC=NC3CC2)=O)C=CC=C1